(R)-10-((4-(2-methoxyphenyl)-6-oxopyrimidin-1(6H)-yl)methyl)-7-azaspiro[4.5]Decane-7-carboxylic acid tert-butyl ester C(C)(C)(C)OC(=O)N1CC2(CCCC2)[C@@H](CC1)CN1C=NC(=CC1=O)C1=C(C=CC=C1)OC